C(C1=CC=CC=C1)N1N=NC(=C1)CNC(C1=CN=CC=C1C(F)(F)F)=O N-((1-benzyl-1H-1,2,3-triazol-4-yl)methyl)-4-(trifluoromethyl)nicotinamide